4-(4-(benzo[d]thiazol-2-ylcarbamoyl)-3-chlorobenzyl)-N-(4-(trifluoromethyl)phenyl)piperidine-1-carboxamide S1C(=NC2=C1C=CC=C2)NC(=O)C2=C(C=C(CC1CCN(CC1)C(=O)NC1=CC=C(C=C1)C(F)(F)F)C=C2)Cl